1-(4-amino-2-methylbenzoyl)-7-chloro-5-oxo-2,3,4,5-tetrahydro-1H-1-benzazepine hydrochloride Cl.NC1=CC(=C(C(=O)N2CCCC(C3=C2C=CC(=C3)Cl)=O)C=C1)C